3-(3-(4-(7-(oxetan-3-ylamino)quinoxalin-2-yl)-1H-pyrazol-1-yl)cyclobutyl)acrylonitrile O1CC(C1)NC1=CC=C2N=CC(=NC2=C1)C=1C=NN(C1)C1CC(C1)C=CC#N